ClC=1C(=NC(=CC1)C=1C=NN(C1)[C@@H](C(C)(F)F)C1=CC=C(C=C1)F)C1=CC=2N(C=C1)N=C(N2)N (R)-7-(3-chloro-6-(1-(2,2-difluoro-1-(4-fluorophenyl)propyl)-1H-pyrazol-4-yl)pyridin-2-yl)-[1,2,4]triazolo[1,5-a]pyridin-2-amine